5-[(2S,6R)-2-[[3-(3-amino-3-methyl-azetidin-1-yl)spiro[5H-furo[3,4-b]pyridine-7,3'-azetidine]-1'-yl]methyl]-6-methyl-morpholin-4-yl]-2-deuterio-quinoline-8-carbonitrile NC1(CN(C1)C=1C=C2C(=NC1)C1(CN(C1)C[C@H]1CN(C[C@H](O1)C)C1=C3C=CC(=NC3=C(C=C1)C#N)[2H])OC2)C